C[C@@H]1[C@H]([C@@H]([C@@H]([C@H](O1)OC2=CC(=C3C(=C2)OC(=C(C3=O)O)C4=CC(=C(C=C4)O)O)O)O)O)O The molecule is a quercetin O-glycoside that is quercetin attached to a alpha-D-rhamnopyranosyl moiety at position 7 via a glycosidic linkage. It has a role as a metabolite. It is an alpha-D-rhamnoside, a monosaccharide derivative, a tetrahydroxyflavone, a quercetin O-glycoside and a member of flavonols. It derives from an alpha-D-rhamnose.